tert-Butyl (R)-3-chloro-12-oxo-1-(5-azaspiro[2.4]heptan-5-yl)-6a,7,9,10-tetrahydro-12H-pyrazino[2,1-c]pyrido[3,4-f][1,4]oxazepine-8(6H)-carboxylate ClC1=CC2=C(C(N3[C@@H](CO2)CN(CC3)C(=O)OC(C)(C)C)=O)C(=N1)N1CC3(CC3)CC1